4-(2-piperidyl)-1H-Benzimidazole N1C(CCCC1)C1=CC=CC=2NC=NC21